3-(4-methyl-5-((S)-3-methylpiperazin-1-yl)pyridin-2-yl)piperidine-2,6-dione CC1=CC(=NC=C1N1C[C@@H](NCC1)C)C1C(NC(CC1)=O)=O